ClC1=CC=C(C=C1)C(C=1N=NN(C1)[C@H](C(=O)N1C(CC(C1)O)C(=O)NC)C(C)(C)C)O 1-[(2S)-2-[4-[(4-chlorophenyl)-hydroxy-methyl]triazol-1-yl]-3,3-dimethyl-butyryl]-4-hydroxy-N-methyl-pyrrolidine-2-carboxamide